ClC=1C=C(C=CC1C#N)[C@@H]1N(C[C@H](CC1)C)C(=O)NC\C=C\S(=O)(=O)C (2R,5S)-2-(3-chloro-4-cyanophenyl)-5-methyl-N-((E)-3-(methylsulfonyl)allyl)piperidine-1-carboxamide